1-(((4-fluorobenzyl)oxy)methyl)-4-methyl-2-nitrobenzene FC1=CC=C(COCC2=C(C=C(C=C2)C)[N+](=O)[O-])C=C1